F[C@H]1[C@H](C1)NC1=NC(N(C2=CC(=CC=C12)C(F)(F)F)C1=C(C=CC=C1)C)=O 4-(((1S,2R)-2-fluorocyclopropyl)amino)-1-(o-tolyl)-7-(trifluoromethyl)quinazolin-2(1H)-one